CNC=1C(N(C(N(C1NC)O)=O)CC)=O 5,6-dimethylamino-1-hydroxy-3-ethyluracil